1,1-methylene fluoromethanedisulfonate FC1S(=O)(=O)OCOS1(=O)=O